ClC1=CC=C2C(=CC=NC2=C1)C(=O)NCC(=O)N1[C@H]2C[C@H]2C[C@H]1C#N 7-chloro-N-(2-((1S,3S,5S)-3-cyano-2-azabicyclo[3.1.0]hex-2-yl)-2-oxoethyl)quinoline-4-carboxamide